O=C1NC(CCC1C1=CC=C(C=C1)N1[C@H](CN(CC1)C(=O)[O-])C)=O (3S)-4-(4-(2,6-dioxopiperidin-3-yl)phenyl)-3-methylpiperazine-1-carboxylate